N-((1r,4r)-4-((3-(2-(1H-imidazol-1-yl)pyridin-4-yl)-2-oxo-2,3-dihydro-1H-benzo[d]imidazol-1-yl)methyl)cyclohexyl)-5-chloro-2-methylnicotinamide N1(C=NC=C1)C1=NC=CC(=C1)N1C(N(C2=C1C=CC=C2)CC2CCC(CC2)NC(C2=C(N=CC(=C2)Cl)C)=O)=O